2-(6-(1,4-dimethyl-1H-1,2,3-triazol-5-yl)-4-((3-fluoropyridin-2-yl)-(tetrahydro-2H-pyran-4-yl)methyl)-3-methyl-4H-thieno[2',3':4,5]pyrrolo[3,2-b]pyridin-2-yl)propan-2-ol CN1N=NC(=C1C=1C=C2C(=NC1)C1=C(N2C(C2CCOCC2)C2=NC=CC=C2F)C(=C(S1)C(C)(C)O)C)C